10,10'-dibromo-2,2'-di(4-phenanthryl)-9,9'-bianthryl BrC1=C2C=CC(=CC2=C(C2=CC=CC=C12)C=1C2=CC=CC=C2C(=C2C=CC(=CC12)C1=CC=CC=2C=CC3=CC=CC=C3C12)Br)C1=CC=CC=2C=CC3=CC=CC=C3C12